2-nitro-2-hydroxymethyl-1,3-propandiol [N+](=O)([O-])C(CO)(CO)CO